FC1=C(C=C(C(=C1)[Si](C)(C)C)F)NC(C(C1=CC=C(C=C1)OC)NC(=O)N1CC(C1)O)=O N-(2-((2,5-difluoro-4-(trimethylsilyl)phenyl)amino)-1-(4-methoxyphenyl)-2-oxoethyl)-3-hydroxyazetidine-1-carboxamide